Cysteinyl-selenocysteine N[C@@H](CS)C(=O)N[C@@H](C[SeH])C(=O)O